8-hydroxy-1,2,3,8-tetrahydro-6H-spiro[cyclopenta[d]pyrrolo[1,2-b]pyrazole-7,4'-piperidine]-1'-carboxylic acid tert-butyl ester C(C)(C)(C)OC(=O)N1CCC2(CC1)C(C=1N(N=C3C1CCC3)C2)O